C1NCCC12CCN(CC2)C2=NC=NC1=CC(=C(C=C21)OCF)OC 4-(2,8-diazaspiro[4.5]decan-8-yl)-6-(fluoromethoxy)-7-methoxy-quinazoline